NC1=CC=C(C(=O)OC2=C(C=CC=C2)OC(C2=CC=C(C=C2)N)=O)C=C1 P-phenylene bis(p-aminobenzoate)